(Z)-3-((2'-iodo-6,6'-dimethyl-[1,1'-biphenyl]-2-yl)oxy)-2-butenoic acid ethyl ester C(C)OC(\C=C(\C)/OC1=C(C(=CC=C1)C)C1=C(C=CC=C1C)I)=O